FC1=C(C=C(C=C1)F)[C@@H]1N(C[C@H](C1)F)C1=NNC2=NC=C(C=C21)C=2C=NN(C2)C2CCOCC2 3-((2R,4S)-2-(2,5-difluorophenyl)-4-fluoropyrrolidin-1-yl)-5-(1-(tetrahydro-2H-pyran-4-yl)-1H-pyrazol-4-yl)-1H-pyrazolo[3,4-b]pyridine